3-(1H-imidazol-4-yl)-5-(trifluoromethyl)pyridine hydrochloride Cl.N1C=NC(=C1)C=1C=NC=C(C1)C(F)(F)F